FC1=C2C=CNC2=CC(=C1OC=1C=CC(=C(C1)N1N=C(C=C1NCCO)CC=1C=C(C=CC1)CCC(=O)OCC)F)F ethyl 3-[3-[[1-[5-[(4,6-difluoro-1H-indol-5-yl)oxy]-2-fluoro-phenyl]-5-(2-hydroxyethylamino)pyrazol-3-yl]methyl]phenyl]propanoate